(R)-7-(1-Cyclopropylethoxy)-N-(6-(difluoromethyl)pyridin-2-yl)-2-(1-methyl-2-oxabicyclo[2.1.1]hex-4-yl)imidazo[1,2-a]pyridine-6-carboxamide C1(CC1)[C@@H](C)OC1=CC=2N(C=C1C(=O)NC1=NC(=CC=C1)C(F)F)C=C(N2)C21COC(C2)(C1)C